(1-((tert-butyldimethylsilyl)oxy)-2-methylhex-2-yl)-2,6-dichloropyrimido[5,4-d]pyrimidin-4-amine [Si](C)(C)(C(C)(C)C)OCC(CCCC)(C)C1=NC(=NC2=C1N=C(N=C2N)Cl)Cl